(S)-6-hydroxy-6-isopropyl-2-(1H-pyrazol-4-yl)-6,7,8,9-tetrahydrothieno[2,3-c]quinolin-4(5H)-one O[C@@]1(CCCC=2C3=C(C(NC12)=O)SC(=C3)C=3C=NNC3)C(C)C